ClC1=CC(=C(C(=C1)F)CN1C[C@@H](N(C[C@H]1C)C1=CC(N(C=2C=CC(=NC12)C#N)C)=O)C)F 8-[(2S,5R)-4-[(4-chloro-2,6-difluorophenyl)methyl]-2,5-dimethylpiperazin-1-yl]-5-methyl-6-oxo-5,6-dihydro-1,5-naphthyridine-2-carbonitrile